bis(3,5-dinitropyrazolyl)ethane [N+](=O)([O-])C1=NNC(=C1C(C)C=1C(=NNC1[N+](=O)[O-])[N+](=O)[O-])[N+](=O)[O-]